β-picolin N1=CC(=CC=C1)C